1-[3-[(3R,5S)-5-methylpyrrolidin-3-yl]oxy-5,7-dihydropyrrolo[3,4-b]pyridin-6-yl]ethanone hydrochloride Cl.C[C@H]1C[C@H](CN1)OC=1C=C2C(=NC1)CN(C2)C(C)=O